Cl.C(CCC)OCC1(CCCC1)CNC 1-[1-(Butoxymethyl)cyclopentyl]-N-methylmethanamine hydrochloride